FC1(CN(CCO1)C(=O)C1=CC=C(C=C1)C1=CC=CN2C1=NC(=CC2=O)C(F)(F)F)F 9-(4-((2,2-difluoromorpholin-4-yl)carbonyl)phenyl)-2-(trifluoromethyl)-4H-pyrido[1,2-a]pyrimidin-4-one